(2R)-2-({8-[(3b)-cholest-5-en-3-yloxy]octyl}oxy)-N,N-dimethyl-3-[(9Z,12Z)-octadeca-9,12-dien-1-yloxy]propan-1-amine CC(C)CCC[C@@H](C)[C@H]1CC[C@H]2[C@@H]3CC=C4C[C@H](CC[C@]4(C)[C@H]3CC[C@]12C)OCCCCCCCCO[C@H](CN(C)C)COCCCCCCCC\C=C/C\C=C/CCCCC